2-((2-(4-((tert-butoxycarbonyl)amino)butan-2-yl)-3,4-difluorophenyl)amino)-5-fluoro-4-(trifluoromethyl)-benzoic acid C(C)(C)(C)OC(=O)NCCC(C)C1=C(C=CC(=C1F)F)NC1=C(C(=O)O)C=C(C(=C1)C(F)(F)F)F